4-bromo-n-butylamine BrCCCCN